BrC1=NC=2N(C(N(C(C2N1CC#CC)=O)CC1=C(C(=O)OC)C=C(C=C1)Cl)=O)C methyl 2-((8-bromo-7-(but-2-yn-1-yl)-3-methyl-2,6-dioxo-2,3,6,7-tetrahydro-1H-purin-1-yl)methyl)-5-chlorobenzoate